C(C)C1=CC2=C(N=C(S2)C[C@@H](C(=O)N[C@@H](CC=C(C(=O)N)CN2CCOCC2)CC2=CC=CC=C2)NC(CC)=O)C=C1 ((S)-2-((S)-3-(6-ethylbenzo[d]thiazol-2-yl)-2-propionamidopropionamido)-3-phenylpropyl)-2-(morpholinomethyl)acrylamide